C1(CC1)C=1C=CC(=NC1C(F)(F)F)C(=O)[O-] 5-cyclopropyl-6-(trifluoromethyl)picolinate